CC1=CC(=NN1C1=CC=C(C=C1)CN)C(F)(F)F {4-[5-methyl-3-(trifluoromethyl)-1H-pyrazol-1-yl]phenyl}methylamine